C(C)(C)(C)OC(=O)N1CCC(=C(C1)CO)C1=NC(=CC=C1CO)OCC1=CC=C(C=C1)OC 3,5'-bis(hydroxymethyl)-6-((4-methoxybenzyl)oxy)-3',6'-dihydro-[2,4'-bipyridine]-1'(2'H)-carboxylic acid tert-butyl ester